ClC1=CC(=C(COC2=CC=CC(=N2)N2CCN([C@@H]3CC[C@@H]23)CC2=NC3=C(N2C[C@H]2OCC2)C=C(C=C3OC)C(=O)OC)C=C1)F |o1:17,20| Methyl 2-(((1R*,6R*)-5-(6-((4-chloro-2-fluorobenzyl)oxy)pyridin-2-yl)-2,5-diazabicyclo[4.2.0]octan-2-yl)methyl)-4-methoxy-1-(((S)-oxetan-2-yl)methyl)-1H-benzo[d]imidazole-6-carboxylate